CC1=CC=C(CC2N(CCC3=CC=CC=C23)C2=CC=CC=C2)C=C1 1-(4-methylbenzyl)-2-phenyl-1,2,3,4-tetrahydroisoquinoline